FC=1C(=C2C(=CC(=CC2=CC1)O)B1OC(C(O1)(C)C)(C)C)OC([2H])([2H])F 6-Fluoro-5-(fluoromethoxy-d2)-4-(4,4,5,5-tetramethyl-1,3,2-dioxaborolan-2-yl)naphthalen-2-ol